methyl (S)-2-((tert-butyldimethylsilyl)oxy)propanoate [Si](C)(C)(C(C)(C)C)O[C@H](C(=O)OC)C